C(C)C1=NNC(=N1)CCCCCCCC 3-ethyl-5-octyl-1,2,4-triazole